(S)-2-(4-(6-((2-acetylisoindolin-5-yl)methoxy)pyridin-2-yl)-2,5-difluorobenzyl)-1-(oxetan-2-ylmethyl)-1H-benzo[d]imidazole-6-carboxylic acid C(C)(=O)N1CC2=CC=C(C=C2C1)COC1=CC=CC(=N1)C1=CC(=C(CC2=NC3=C(N2C[C@H]2OCC2)C=C(C=C3)C(=O)O)C=C1F)F